1-((1,3-bis(undec-10-en-1-yloxy)propan-2-yl)oxy)undec-1-ene C(CCCCCCCCC=C)OCC(COCCCCCCCCCC=C)OC=CCCCCCCCCC